FC1(CC2(C1)C[C@@H](N(CC2)CC2=C1C=CNC1=C(C=C2OC)C)C=2C=NN(C2)CCOC)F |r| (RS)-2,2-difluoro-7-((5-methoxy-7-methyl-1H-indol-4-yl)methyl)-6-(1-(2-methoxyethyl)-1H-pyrazol-4-yl)-7-azaspiro[3.5]nonane